The molecule is an organic heterotricyclic compound resulting from the formal condensation of the oxo group of cytidine to the 2' position with loss of water to give the corresponding cyclic ether. A prodrug, it is metabolised to the antineoplastic agent cytarabine, so is used to maintain a more constant antineoplastic action. It has a role as a prodrug, an antimetabolite and an antineoplastic agent. It is an organic heterotricyclic compound and a diol. It is a conjugate base of an ancitabine(1+). C1=CN2[C@H]3[C@H]([C@@H]([C@H](O3)CO)O)OC2=NC1=N